[4-(9-fluoro-5,5-dioxo-6,11-dihydrobenzo[c][1]benzothiepin-11-yl)piperazin-1-yl]-(1H-pyrrolo[3,2-c]pyridin-7-yl)methanone FC1=CC2=C(CS(C3=C(C2N2CCN(CC2)C(=O)C=2C4=C(C=NC2)C=CN4)C=CC=C3)(=O)=O)C=C1